N1=C(C=CC2=CC=CC=C12)C=1SC2=C(N1)C1=CC=CC=C1C=C2 2-(2-quinolyl)naphtho[1,2-d]thiazole